3-[(furan-3-ylmethyl)sulfanyl]-5-propyl[1,2,4]triazolo[4,3-a]pyrimidin-7(8H)-one O1C=C(C=C1)CSC1=NN=C2N1C(=CC(N2)=O)CCC